N,N-bis(2-hydroxyethyl)-6-(2-(6-methylpyridin-2-yl)-5,6-dihydrocyclopenta[d]imidazol-1(4H)-yl)imidazo[1,2-a]pyridine-3-carboxamide OCCN(C(=O)C1=CN=C2N1C=C(C=C2)N2C(=NC1=C2CCC1)C1=NC(=CC=C1)C)CCO